ClC1=CC(=C2C(=N1)C(=NN2CC(F)(F)F)I)N2[C@@H](C[C@H](CC2)O)C (2R,4S)-1-(5-chloro-3-iodo-1-(2,2,2-trifluoroethyl)-1H-pyrazolo[4,3-b]pyridin-7-yl)-2-methylpiperidin-4-ol